CN1CCN(CC1)C(=O)OC1CC(C1)C(NC1=NC=NC(=C1)NC1=C(N=NC(=C1)C1=C(C=CC(=C1)Cl)F)C)=O 3-[(6-{[6-(5-chloro-2-fluorophenyl)-3-methylpyridazin-4-yl]amino}pyrimidin-4-yl)carbamoyl]cyclobutyl 4-methylpiperazine-1-carboxylate